1-(6-(4-(2,4-difluorophenyl)-3-methyl-7-(1-methyl-1H-pyrazol-5-yl)-2-quinolinyl)-2,6-diazaspiro[3.4]octan-2-yl)-2-propen-1-one FC1=C(C=CC(=C1)F)C1=C(C(=NC2=CC(=CC=C12)C1=CC=NN1C)N1CC2(CN(C2)C(C=C)=O)CC1)C